F[B-](F)(F)F.FC(C=1C=CC2=C(N(N=N2)C(=[N+](C)C)N(C)C)C1)(F)F N-[6-trifluoromethyl(1H-benzotriazol-1-yl)(dimethylamino)methylene]-N-methyl-methanaminium tetrafluoroborate